ClC=1C=C(COC2=NC=C(C(=C2)OCC2=CC=C(C=C2)OC)C=2NC=C(C2)C(F)(F)F)C=CC1Cl ((3,4-dichlorobenzyl)oxy)-4-((4-methoxybenzyl)oxy)-5-(4-(trifluoromethyl)-1H-pyrrol-2-yl)pyridine